CC(C[Mg]Cl)=C 2-methylallylmagnesium chloride